2-Carboxy-N,N-dimethyl-N-(2'-(methacryloyloxy)ethyl)ethanaminium C(=O)(O)CC[N+](CCOC(C(=C)C)=O)(C)C